6-BENZOYL-1H-INDOLE-3-CARBALDEHYDE C(C1=CC=CC=C1)(=O)C1=CC=C2C(=CNC2=C1)C=O